N-(5-(((R)-1,4-dioxan-2-yl)methoxy)-1,3,4-thiadiazol-2-yl)-2'-chloro-3'-fluoro-5'-methoxy-6-methyl-(4,4'-bipyridine)-3-carboxamide O1[C@H](COCC1)COC1=NN=C(S1)NC(=O)C=1C=NC(=CC1C1=C(C(=NC=C1OC)Cl)F)C